COCOC=1C=C(C=CC1B1OC(C(O1)(C)C)(C)C)C=1N=CC=2N(C1)C=C(N2)C 6-(3-(methoxymethoxy)-4-(4,4,5,5-tetramethyl-1,3,2-dioxaborolan-2-yl)phenyl)-2-methylimidazo[1,2-a]pyrazine